FC1=C(C(=CC(=C1)C)C1=CC=CC=C1)O fluoro-5-methyl-[1,1'-biphenyl]-2-ol